O=C1C=CC(=CN1)C1=CC=C(C=C1)[C@@H](CC[NH+]1CCC(CC1)C(=O)O)NC(=O)C1=CC=2C(=NC=3CC[C@@H](CC3C2)C(C)(C)C)S1 1-[(3R)-3-[4-(6-oxo-1H-pyridin-3-yl)phenyl]-3-[[(6S)-6-tert-butyl-5,6,7,8-tetrahydrothieno[2,3-b]quinoline-2-carbonyl]amino]propyl]piperidin-1-ium-4-carboxylic acid